NC1CC2C(CN(C2)C=2C3=C(C(=NC2)C2=C(C(=CC=C2)Cl)Cl)C(NC3)=O)C1 7-(5-aminohexahydrocyclopenta[c]pyrrol-2(1H)-yl)-4-(2,3-dichlorophenyl)-1,2-dihydro-3H-pyrrolo[3,4-c]pyridin-3-one